CN(CCN1C=2C=CC(=CC2C=2C1=NC1=CC(=C(C=C1N2)C)C)C#N)C 6-(2-(dimethylamino)ethyl)-2,3-dimethyl-6H-indolo[2,3-b]quinoxaline-9-carbonitrile